4-((2-(dimethylamino)-2-phenylethyl)amino)-2-methyl-2,5,6,7-tetrahydro-1H-cyclopenta[d]pyridazin-1-one CN(C(CNC=1C2=C(C(N(N1)C)=O)CCC2)C2=CC=CC=C2)C